4-(4-diethylaminostyryl)-pyridine C(C)N(C1=CC=C(C=CC2=CC=NC=C2)C=C1)CC